Oxo-pentanoic acid tert-butyl ester C(C)(C)(C)OC(C(CCC)=O)=O